tris(4-(4-acetylphenyl)thiophenyl)sulfonium tris[(trifluoromethyl)sulfonyl]methide [C-](S(=O)(=O)C(F)(F)F)(S(=O)(=O)C(F)(F)F)S(=O)(=O)C(F)(F)F.C(C)(=O)C1=CC=C(C=C1)SC1=CC=C(C=C1)[S+](C1=CC=C(C=C1)SC1=CC=C(C=C1)C(C)=O)C1=CC=C(C=C1)SC1=CC=C(C=C1)C(C)=O